2-(2,6-dioxo-3-piperidyl)-5-[4-[2-(methylamino)ethyl]piperazin-1-yl]isoindoline-1,3-dione O=C1NC(CCC1N1C(C2=CC=C(C=C2C1=O)N1CCN(CC1)CCNC)=O)=O